(S)-1-(2-chlorothieno[2,3-d]pyrimidin-4-yl)pyrrolidine-2-carboxamide ClC=1N=C(C2=C(N1)SC=C2)N2[C@@H](CCC2)C(=O)N